OC=1C=C(C=CC1N)C1=CC=C(C=C1)C1=CC(=C(C=C1)N)O 1,4-bis(3-hydroxy-4-aminophenyl)benzene